3-[3-[(tert-butyldiphenylsilyl)oxy]-2,2-dimethylpropyl]-1-ethyl-2-[2-[(1S)-1-methoxyethyl]pyridin-3-yl]indole-5-carboxylic acid [Si](C1=CC=CC=C1)(C1=CC=CC=C1)(C(C)(C)C)OCC(CC1=C(N(C2=CC=C(C=C12)C(=O)O)CC)C=1C(=NC=CC1)[C@H](C)OC)(C)C